5-[4-amino-5-(trifluoromethyl)pyrrolo[2,1-f][1,2,4]triazin-7-yl]-4-fluoro-N-[(3R,4S)-4-fluoro-1-[6-(trifluoromethyl)pyridine-2-carbonyl]pyrrolidin-3-yl]-2-methylbenzamide NC1=NC=NN2C1=C(C=C2C=2C(=CC(=C(C(=O)N[C@@H]1CN(C[C@@H]1F)C(=O)C1=NC(=CC=C1)C(F)(F)F)C2)C)F)C(F)(F)F